3-(5-(methyl-((S)-pyrrolidin-3-yl)-amino)-1-oxoisoindolin-2-yl)piperidine-2,6-dione CN(C=1C=C2CN(C(C2=CC1)=O)C1C(NC(CC1)=O)=O)[C@@H]1CNCC1